C1(CCCCC1)C(CO)C(C(CC)C1CCCCC1)O 2,4-dicyclohexyl-1,3-hexanediol